CS(=O)(=O)O.FC=1C=C(COC2=CC=C(CN[C@H](C(=O)N)C)C=C2)C=CC1 (S)-2-((4-((3-Fluorobenzyl)oxy)benzyl)amino)propionamide methanesulfonate